phenoxy-N-(3-(benzyloxy)propyl)-phosphoramide O(C1=CC=CC=C1)N(P(=O)(N)N)CCCOCC1=CC=CC=C1